O1CCC(CC1)C1=CC=C2C(=N1)SC(=N2)NC(OC(C)(C)C)=O tert-butyl (5-(tetrahydro-2H-pyran-4-yl)thiazolo[5,4-b]pyridin-2-yl)carbamate